3-BROMO-N-[(2,4-DIMETHOXYPHENYL)METHYL]-1,7-NAPHTHYRIDIN-8-AMINE BrC=1C=NC2=C(N=CC=C2C1)NCC1=C(C=C(C=C1)OC)OC